C(C=C)C(CC=C)(C#N)C1=CC=2N(C=C1)C(=CN2)C2=CC(=C(C(=O)NC1CC1)C(=C2)OC)OC(F)F 4-[7-(1-allyl-1-cyano-but-3-enyl)imidazo[1,2-a]pyridin-3-yl]-N-cyclopropyl-2-(difluoromethoxy)-6-methoxybenzamide